tert-butyl 2-{4-[1-(2-amino-4-chlorobenzoyl)piperidin-4-yl]-5-fluoro-1H-pyrrolo[2,3-b]pyridin-2-yl}morpholine-4-carboxylate NC1=C(C(=O)N2CCC(CC2)C2=C3C(=NC=C2F)NC(=C3)C3CN(CCO3)C(=O)OC(C)(C)C)C=CC(=C1)Cl